Cl.CN1CC2C(C1)CC(C2)C2=CC1=CC=CC=C1C=C2 2-methyl-5-(naphthalen-2-yl)octahydrocyclopenta[c]pyrrole hydrochloride